4-[2-(5-{2-[(2,3-dihydro-1H-inden-2-yl)amino]pyrimidin-5-yl}-1,3,4-oxadiazol-2-yl)acetamido]benzoic acid C1C(CC2=CC=CC=C12)NC1=NC=C(C=N1)C1=NN=C(O1)CC(=O)NC1=CC=C(C(=O)O)C=C1